5-(2-Ethylbutyl)-N-(3-(4-fluorophenoxy)-5-(4-(methylcarbamoyl)phenoxy)phenyl)hexahydropyrrolo[3,4-c]pyrrole-2(1H)-carboxamide C(C)C(CN1CC2C(C1)CN(C2)C(=O)NC2=CC(=CC(=C2)OC2=CC=C(C=C2)C(NC)=O)OC2=CC=C(C=C2)F)CC